2-(2-aminopyridin-4-yl)-7-(cyclopropylmethyl)-5-methyl-3-phenyl-1,5,6,7-tetrahydro-4H-pyrrolo[3,2-c]pyridin-4-one NC1=NC=CC(=C1)C1=C(C=2C(N(CC(C2N1)CC1CC1)C)=O)C1=CC=CC=C1